CC1=NN[N+](=C1)[O-] methyl-triazol-1-oxide